NC=1C(=NC=C(C1)F)C(=O)OC methyl 3-amino-5-fluoropicolinate